N-(5-(2,3-Dihydrobenzo[b][1,4]dioxine-6-carboxamido)-2-methylpyridin-3-yl)-6-methyl-1H-indole-2-carboxamide O1C2=C(OCC1)C=C(C=C2)C(=O)NC=2C=C(C(=NC2)C)NC(=O)C=2NC1=CC(=CC=C1C2)C